CC1(CCN(CC1)C=1OC2=C(C=C(C=C2C(C1C)=O)C)[C@@H](C)NC1=C(C=CC=C1)C=1C=CC2=C(C(=NOB2O)C)C1)C 2-(4,4-dimethyl-1-piperidyl)-8-[(1R)-1-[2-(1-hydroxy-4-methyl-2,3,1-benzoxazaborinin-6-yl)anilino]ethyl]-3,6-dimethyl-chromen-4-one